4-(aminomethyl)-6-(1-methyl-5-(4-oxo-4,5,6,7-tetrahydro-1H-indol-3-yl)-1H-pyrazol-4-yl)phthalazin-1(2H)-one NCC1=NNC(C2=CC=C(C=C12)C=1C=NN(C1C1=CNC=2CCCC(C12)=O)C)=O